C(C(=O)O)(=O)O.C(=O)(O)[C@H]1NCCC1 (2S)-2-carboxytetrahydropyrrole oxalate